2-{3-[1-(4-Methoxy-benzyloxycarbonyl)-5-(4-tributylstannanyl-benzoylamino)-pentyl]-ureido}-pentanedioic acid bis-(4-methoxy-benzyl) ester COC1=CC=C(COC(C(CCC(=O)OCC2=CC=C(C=C2)OC)NC(=O)NC(CCCCNC(C2=CC=C(C=C2)[Sn](CCCC)(CCCC)CCCC)=O)C(=O)OCC2=CC=C(C=C2)OC)=O)C=C1